4-(4,6-diphenyl-1,3,5-triazin-2-yl)phenol C1(=CC=CC=C1)C1=NC(=NC(=N1)C1=CC=CC=C1)C1=CC=C(C=C1)O